FC(OC1=C(C=CC=C1)S(=O)(=O)N1CC(OCC1)C1=C(SC2=C1C=CC=C2)C(=O)N)(F)F [4-[2-(trifluoromethoxy)phenyl]sulfonylmorpholin-2-yl]benzothiophene-2-carboxamide